(1R,3R)-3-((S)-2-(((1r,4R)-4-Cyanocyclohexyl)methyl)-6-(methoxycarbonyl)-7-methyl-6,7,8,9-tetrahydro-3H-imidazo[4,5-f]chinolin-3-yl)cyclohexan C(#N)C1CCC(CC1)CC=1N(C=2C(=C3CC[C@@H](N(C3=CC2)C(=O)OC)C)N1)C1CCCCC1